C1(=CC=CC=C1)C(C1=CC=CC=C1)[SiH2]N(C)C diphenylmethyl-(dimethylamino)silane